tert-butyl (4-((5-(3,5-dimethylisoxazol-4-yl)-2-oxopyridin-1(2H)-yl)methyl)phenyl)carbamate CC1=NOC(=C1C=1C=CC(N(C1)CC1=CC=C(C=C1)NC(OC(C)(C)C)=O)=O)C